NC1=C(C=C(C=N1)C1=CC(=C(C=C1)O)OC)C1=CC(=CC=C1)N(C)C 4-[6-amino-5-[3-(dimethylamino)phenyl]-3-pyridyl]-2-methoxy-phenol